C(C)(C)(C)OC(=O)N[C@@H](C)C(=O)OC1(CN(CC1)C(=O)OC(C)(C)C)CC1=CC=C(C=C1)Cl tert-butyl 3-(((tert-butoxycarbonyl)-L-alanyl)oxy)-3-(4-chlorobenzyl)pyrrolidine-1-carboxylate